COC(=O)C=1C=CC2=C(N(C(=N2)CN2CCC(CC2)C2=NC(=CC=C2)OCC2=CC=C(C=3C=C(OC32)Cl)Cl)C[C@H]3OCC3)C1 (S)-2-((4-(6-((2,4-dichlorobenzofuran-7-yl)methoxy)pyridin-2-yl)piperidin-1-yl)methyl)-1-(oxetane-2-ylmethyl)-1H-benzo[d]imidazole-6-Carboxylic acid methyl ester